BrC1=C(C(=CC(=C1)C(N)=O)[N+](=O)[O-])NC/C=C/CNC1=NC=C(C(=O)N)C=C1[N+](=O)[O-] (E)-6-((4-((2-bromo-4-carbamoyl-6-nitrophenyl)amino)but-2-en-1-yl)amino)-5-nitronicotinamide